(S)-5-(4-((2-cyclopropyl-5-fluoro-3-oxo-4H-quinoxalin-6-yl)methyl)-2-methylpiperazine-1-yl)-6-fluoro-N-methylpyridine-2-carboxamide C1(CC1)C1=NC2=CC=C(C(=C2NC1=O)F)CN1C[C@@H](N(CC1)C=1C=CC(=NC1F)C(=O)NC)C